C(C1=CC=CC=C1)C1(C[C@@H]2[C@@H](CN(C2)CC(=O)C2=CC=C(C=C2)NC(C)=O)C1)O N-(4-(2-((3aR,5r,6aS)-5-benzyl-5-hydroxyhexahydrocyclopenta[c]pyrrol-2(1H)-yl)acetyl)phenyl)acetamide